BrC(C(=O)NC1=C(SC=C1O)C(=O)OC)(F)F methyl 3-[(2-bromo-2,2-difluoro-acetyl)amino]-4-hydroxy-thiophene-2-carboxylate